P1(OC(O)O1)=O alpha-hydroxymethylene phosphonate